7-((4-(cyclopropylmethyl)piperazin-1-yl)methyl)-1-methoxy-3,9,9-trimethyl-9,10-dihydroacridine C1(CC1)CN1CCN(CC1)CC1=CC=C2NC=3C=C(C=C(C3C(C2=C1)(C)C)OC)C